BrC=1C=NC=C(C(=O)N(C)C(C)CC)C1 5-bromo-N-(sec-butyl)-N-methylnicotinamide